3-(4-tert-butyl-3,5-dimethyl-pyrazol-1-yl)-N-(2,3-dihydro-1,4-benzodioxin-6-yl)-N-methyl-benzamide C(C)(C)(C)C=1C(=NN(C1C)C=1C=C(C(=O)N(C)C2=CC3=C(OCCO3)C=C2)C=CC1)C